FC1=C(N)C=CC(=C1C)N1CCC(CC1)C 2-fluoro-3-methyl-4-(4-methylpiperidin-1-yl)aniline